FC(OC=1C=C(CN)C=CC1)(F)F 3-trifluoromethoxybenzylamine